4-amino-2-((5-(((3-ethyl-5-(2-(2-hydroxyethyl)piperidin-1-yl)pyrazolo[1,5-a]pyrimidin-7-yl)amino)methyl)-2-oxopyridin-1(2H)-yl)methyl)but-2-enoate NCC=C(C(=O)[O-])CN1C(C=CC(=C1)CNC1=CC(=NC=2N1N=CC2CC)N2C(CCCC2)CCO)=O